O1C(=CC=C1)C=C1C(=NN(C1=O)C1=CC=C(C(=O)OCCOC(C)=O)C=C1)C(F)(F)F 2-acetoxyethyl 4-(4-(furan-2-ylmethylene)-5-oxo-3-(trifluoromethyl)-4,5-dihydro-1H-pyrazol-1-yl)benzoate